[Mn].[Ce].[Sn] tin-cerium-manganese